6-(benzylthio)-5-methoxypyridin-3-amine C(C1=CC=CC=C1)SC1=C(C=C(C=N1)N)OC